ClC1=CC=C(C=C1)C=1C=C(C(N(N1)C=1C=NC=CC1)=O)C(=O)N[C@@H](CF)CO 6-(4-chlorophenyl)-N-[(2R)-1-fluoro-3-hydroxypropan-2-yl]-3-oxo-2-(pyridin-3-yl)-2,3-dihydropyridazine-4-carboxamide